4-[(2-isobutyrylamino-4-oxo-3,4-dihydro-pteridin-6-ylmethyl)-(2,2,2-trifluoroacetyl)-amino]-pentanedioic acid 1-methyl ester COC(CCC(C(=O)O)N(C(C(F)(F)F)=O)CC=1N=C2C(NC(=NC2=NC1)NC(C(C)C)=O)=O)=O